C(C)S(=O)(=O)C=1SC2=C(N1)C1=C(C=C2)OCO1 7-(ethylsulfonyl)-[1,3]dioxolo[4',5':5,6]benzo[1,2-d]thiazole